oxo-2-azabicyclo[3.1.1]heptane-2-carboxylic acid tert-butyl ester C(C)(C)(C)OC(=O)N1C2CC(CC1=O)C2